6-(2,4-Difluorobenzyl)-3-(3,5-difluorobenzyl)-1,2,3,4,6,8,9,10-octahydro-5H-pyrido[3,4-e]pyrimido[1,2-a]pyrimidin-5-one FC1=C(CN2C=3N(C4=C(C2=O)CN(CC4)CC4=CC(=CC(=C4)F)F)CCCN3)C=CC(=C1)F